ClC1=CC(N(C=C1)C(C)C1=CC(=NS1)C=1C=NC=C(C1)OC)=O 4-chloro-1-(1-(3-(5-methoxypyridin-3-yl)isothiazol-5-yl)ethyl)pyridin-2(1H)-one